C(C)OC=1C=C(C=O)C=CC1OCCC=C(C)C1=CC=C(C=C1)OC 3-ethoxy-4-((4-(4-methoxyphenyl)pent-3-en-1-yl)oxy)benzaldehyde